(pyridin-4-yl)benzonitrile N1=CC=C(C=C1)C1=C(C#N)C=CC=C1